C(C1=CC=CC=C1)OC1(C2=NN=C(C3=C(C=C(C(C(CCCC(CC1)(F)F)=O)=N3)C(F)(F)F)NC(OC(C)(C)C)=O)O2)C(F)(F)F tert-Butyl N-[6-benzyloxy-9,9-difluoro-13-oxo-6,15-bis(trifluoromethyl)-19-oxa-3,4,18-triazatricyclo[12.3.1.12,5]nonadeca-1(17),2,4,14(18),15-pentaen-17-yl]carbamate